C(C)(C)C=1C=NN2C1N=C(N=C2NC2C[C@H]1CC[C@@H](C2)N1C(=O)OC(C)(C)C)SC tert-butyl (1R,3s,5S)-3-((8-isopropyl-2-(methylthio)pyrazolo[1,5-a][1,3,5]triazine-4-yl)amino)-8-azabicyclo[3.2.1]octane-8-carboxylate